tert-butyl 3-((3-((4-(((tert-butoxycarbonyl)(methyl)amino)methyl)-2-(2-fluorophenyl)-1H-pyrrole-1-yl)sulfonyl)phenoxy)methyl)azetidine-1-carboxylate C(C)(C)(C)OC(=O)N(C)CC=1C=C(N(C1)S(=O)(=O)C=1C=C(OCC2CN(C2)C(=O)OC(C)(C)C)C=CC1)C1=C(C=CC=C1)F